(S)-2-((3-(hydroxymethyl)benzyl)amino)-5,5-dimethylhexanoic acid OCC=1C=C(CN[C@H](C(=O)O)CCC(C)(C)C)C=CC1